Phytoporphyrin CCC1=C(C2=CC3=NC(=C4CC(=C5C4=NC(=C5C)C=C6C(=C(C(=N6)C=C1N2)C)CC)O)C(=C3C)CCC(=O)O)C